trans-methyl 6-picolinoyl-3-(trifluoromethyl)-6-azabicyclo[3.1.1]heptane-1-carboxylate N1=CC=CC=C1C(=O)C1C2(NC(CC1C(F)(F)F)C2)C(=O)OC